C(C1=CC=CC=C1)C1(CC(=NO1)CNS(=O)(=O)C=1C=CC=C2C=CC=NC12)C(=O)OC methyl 5-benzyl-3-((quinoline-8-sulfonamido)methyl)-4,5-dihydroisoxazole-5-carboxylate